N[C@@H](CS(=O)(=O)[O-])C(=O)OC (R)-2-amino-3-methoxy-3-oxopropane-1-sulfonate